C(C)(=O)OC1(CN(C1)CC1=CC(=C(C=C1)C1CN(C1)C(=O)OC(C)(C)C)F)C tert-butyl 3-(4-((3-acetoxy-3-methylazetidin-1-yl)methyl)-2-fluorophenyl)azetidine-1-carboxylate